[1,2,4-triazolo[1,5-c]pyrimidin-7-yl]-N-hydroxyheptanamide N=1C=NN2C=NC(=CC21)C(C(=O)NO)CCCCC